BrC=1C=CC(=C(C1)/C=C/C(=O)OCC)F ethyl (E)-3-(5-bromo-2-fluorophenyl)acrylate